FC=1C=C(C=CC1NC(=O)C1=C(CCC1)C(=O)O)C1=CC(=CC=C1)OC 2-({3-fluoro-3'-methoxy-[1,1'-biphenyl]-4-yl}carbamoyl)cyclopent-1-ene-1-carboxylic acid